OC=1C=C2CC[C@@H]([C@@H](C2=CC1)C1=CC=C(C=C1)C1CCNCC1)C1=CC=CC=C1 4-(4-((1R,2S)-6-hydroxy-2-phenyl-1,2,3,4-tetrahydronaphthalen-1-yl)phenyl)piperidine